C(C#C)O[C@@H]1CN(CC1)C(=O)O (S)-3-(prop-2-yn-1-yloxy)pyrrolidine-1-carboxylic acid